ClC=1C(=C(NC)C=CC1F)F 3-Chloro-2,4-difluoro-N-methylaniline